C(C)(C)(C)N1CCC12CNC2 tert-butyl-1,6-diazaspiro[3.3]heptane